chromaneamide O1C(CCC2=CC=CC=C12)C(=O)N